BrC=1SC(=CC1C(=O)N[C@H](C(=O)NC=1C(N(C=CC1)CC(=O)NC1C2CC3CC(CC1C3)C2)=O)CCC(C(=O)NC)=O)Br (S)-2-(2,5-Dibromothiophen-3-carboxamido)-N1-(1-(2-(2-adamantylamino)-2-oxoethyl)-2-oxo-1,2-dihydropyridin-3-yl)-N6-methyl-5-oxohexandiamid